(8-(6-methylpyridin-3-yl)-1,3,4,5-tetrahydro-2H-pyrido[4,3-b]indol-2-yl)(pyridin-3-yl)methanone CC1=CC=C(C=N1)C1=CC=2C3=C(NC2C=C1)CCN(C3)C(=O)C=3C=NC=CC3